3,3'-carbonyl-bis(7-methoxycoumarin) C(=O)(C=1C(OC2=CC(=CC=C2C1)OC)=O)C=1C(OC2=CC(=CC=C2C1)OC)=O